C1(=CC=CC=C1)C1=C(C=2NC3=CC=CC=C3C2C=C1)C=1C(=NC2=C3C(C=CC12)=NC=1C=CC=CC13)C1=C(C=CC=3C2=CC=CC=C2NC13)C1=CC=CC=C1 bis(phenylcarbazolyl)indoloindole